1,2-Thiazole S1N=CC=C1